OC1(CC(C1)NC(CN1N=C(C2=C(C1=O)SC1=C2CCC1)C(C)C)=O)C N-((1s,3s)-3-hydroxy-3-methylcyclobutyl)-2-(1-isopropyl-4-oxo-4,6,7,8-tetrahydro-3H-cyclopenta[4,5]thieno[2,3-d]pyridazin-3-yl)acetamide